C(#N)C=1C(=NC(=C(C1CC)C#N)N(C)C)S(=O)CC1=CC=C(C=C1)NC(C=C)=O N-(4-(((3,5-dicyano-6-(dimethylamino)-4-ethylpyridin-2-yl)sulfinyl)methyl)phenyl)acrylamide